CN(C1CCN(CC1)C(=O)C1=CC=C(C=C1)C=1C=CC=2N(C1)C(=CN2)C2=CC=C(C#N)C=C2)C 4-(6-(4-(4-(dimethylamino)piperidine-1-carbonyl)phenyl)imidazolo[1,2-a]pyridin-3-yl)benzonitrile